OC(CN(CCCCCCCC(=O)OC(CCCCCCCC)CCCCCCCC)CCCCCCOC(=O)OCCCCCCCCC)CNC(=S)NC heptadecan-9-yl 8-((2-hydroxy-3-(3-methylthioureido)propyl)(6-(((nonyloxy)carbonyl)oxy)hexyl)amino)octanoate